(1S,2S,3R,4S,5R)-N-(5,6-dichloropyridin-3-yl)-3-(2-fluoropyridin-4-yl)-5-hydroxy-7-oxabicyclo[2.2.1]heptane-2-carboxamide ClC=1C=C(C=NC1Cl)NC(=O)[C@@H]1[C@@H]2C[C@H]([C@H]([C@H]1C1=CC(=NC=C1)F)O2)O